2,3,5-tris(trifluoromethyl)phenol FC(C1=C(C=C(C=C1C(F)(F)F)C(F)(F)F)O)(F)F